(6S,9S,12S,15S,18R,19R)-9-(aminomethyl)-19-decyl-6-(hydroxymethyl)-15-isobutyl-16,18-dimethyl-12-[(1R)-1-methylpropyl]-1-oxa-4,7,10,13,16-pentazacyclononadecane-5,8,11,14,17-pentone NC[C@H]1C(N[C@H](C(NCCO[C@@H]([C@H](C(N([C@H](C(N[C@H](C(N1)=O)[C@@H](CC)C)=O)CC(C)C)C)=O)C)CCCCCCCCCC)=O)CO)=O